1-(3-fluorophenyl)-3-methyl-4-(4,4,5,5-tetramethyl-1,3,2-dioxaborolan-2-yl)pyrazole FC=1C=C(C=CC1)N1N=C(C(=C1)B1OC(C(O1)(C)C)(C)C)C